2-((3-acetylisoxazol-5-yl)methyl)-6-(2-(2,2,2-trifluoroethoxy)pyrimidin-5-yl)pyridazin-3(2H)-one C(C)(=O)C1=NOC(=C1)CN1N=C(C=CC1=O)C=1C=NC(=NC1)OCC(F)(F)F